N-feruloyl-phenylalanine 1,4,5-trimethyl-2,3-diaza-bicyclo[2.2.1]hept-5-ene-2,3-dicarboxylate CC12N(N(C(C(=C1)C)(C2)C)C(=O)O)C(=O)O.C(\C=C\C2=CC(OC)=C(O)C=C2)(=O)N[C@@H](CC2=CC=CC=C2)C(=O)O